3-(4-(4-(aminomethyl)-1-oxo-1,2-dihydrophthalazin-6-yl)-1-methyl-1H-pyrazol-5-yl)-1-cyclopropoxy-2-naphthonitrile NCC1=NNC(C2=CC=C(C=C12)C=1C=NN(C1C=1C(=C(C2=CC=CC=C2C1)OC1CC1)C#N)C)=O